2,5-dimethylphenolate CC1=C(C=C(C=C1)C)[O-]